COC([C@@H](CC1=CC=C(C=C1)C1=C(C=CC(=C1)F)O)N)=O (R)-2-amino-3-(5'-fluoro-2'-hydroxy-[1,1'-biphenyl]-4-yl)propionic acid methyl ester